3-(3-(p-hydroxyphenyl)-propionamido)-benzoic acid OC1=CC=C(C=C1)CCC(=O)NC=1C=C(C(=O)O)C=CC1